OC1(CC(C1)C1=CC=CC=2N(C(N(C21)C)=O)C2C(NC(CC2)=O)=O)CN2CCNCC2 3-[4-[3-Hydroxy-3-(piperazin-1-ylmethyl)cyclobutyl]-3-methyl-2-oxo-benzimidazol-1-yl]piperidine-2,6-dione